9,9-bis(6-(3-hydroxypropoxy)-2-naphthyl)-2,7-diphenylfluorene OCCCOC=1C=C2C=CC(=CC2=CC1)C1(C2=CC(=CC=C2C=2C=CC(=CC12)C1=CC=CC=C1)C1=CC=CC=C1)C1=CC2=CC=C(C=C2C=C1)OCCCO